tert-butyl (1R,3R,5S)-3-([2-[2-(methoxymethoxy)-4-[1-(oxan-2-yl)pyrazol-4-yl]phenyl]thieno[3,2-c]pyrazol-5-yl](methyl)amino)-8-azabicyclo[3.2.1]octane-8-carboxylate COCOC1=C(C=CC(=C1)C=1C=NN(C1)C1OCCCC1)N1N=C2C(=C1)SC(=C2)N(C2C[C@H]1CC[C@@H](C2)N1C(=O)OC(C)(C)C)C